(morpholinomethyl)pyridin O1CCN(CC1)CC1=NC=CC=C1